N-(azetidin-3-ylmethyl)-4-(1-propionyl-indolin-5-yl)benzamide N1CC(C1)CNC(C1=CC=C(C=C1)C=1C=C2CCN(C2=CC1)C(CC)=O)=O